The molecule is a pyrimidone that is uracil in which positions 1, 5, and 6 are substituted by ethoxymethyl, isopropyl, and phenylsulfanyl groups, respectively. It is an aryl sulfide and a pyrimidone. It derives from a uracil. CCOCN1C(=C(C(=O)NC1=O)C(C)C)SC2=CC=CC=C2